CCCS(=O)(=O)[O-] 3-propyl-sulfonate